[Be+2].OC1=CC=CC2=CC=C3C=CC(=NC3=C21)C(=O)[O-].OC2=CC=CC1=CC=C3C=CC(=NC3=C12)C(=O)[O-] bis(10-hydroxybenzo[h]quinolinate) beryllium (II)